tert-butyl 4-[3-fluoro-5-(2-oxospiro[1H-pyrrolo[2,3-b]pyridine-3,1'-cyclobutane]-4-yl)phenyl]piperazine-1-carboxylate FC=1C=C(C=C(C1)C1=C2C(=NC=C1)NC(C21CCC1)=O)N1CCN(CC1)C(=O)OC(C)(C)C